4,4,5,5-tetramethyl-2-{3-[1-(trifluoromethyl)cyclopropyl]phenyl}-1,3,2-dioxaborolane CC1(OB(OC1(C)C)C1=CC(=CC=C1)C1(CC1)C(F)(F)F)C